C(C)(=O)O[C@H]1[C@H](NC[C@@H]1O)CC1=CC=C(C=C1)C=1N=NN(C1)C1=NC(=NC=C1)N (2R,3S,4S)-2-({4-[1-(2-aminopyrimidin-4-yl)-1,2,3-triazol-4-yl]phenyl}methyl)-4-hydroxypyrrolidin-3-yl acetate